FC1(C(C2=C(C=CC(=C2C1)OCC(C(F)(F)F)C)SC(F)(F)F)=O)F 2,2-difluoro-4-(3,3,3-trifluoro-2-methyl-propoxy)-7-(trifluoromethylsulfanyl)indan-1-one